2-oxocyclohexanesulfonyl chloride O=C1C(CCCC1)S(=O)(=O)Cl